C(C)(=O)OC[C@H]1O[C@H](CCC1)OC1=CC(=CC=C1)N1C(=NC2=CC(=CC=C2C1=O)Cl)C (2S,3S,4R,5S,6S)-2-(acetoxymethyl)-6-(3-(7-chloro-2-methyl-4-oxoquinazolin-3(4H)-yl)phenoxy)tetrahydro-2H-pyran